C(C)(C)N(C(C)C)C(C)C TRIISOPROPYLAMINE